C1(CC1)C=1ON=C2C1C1=C(CC3=C2C2=C(N=CN=C2N(CC2=CC=C(C=C2)OC)CC2=CC=C(C=C2)OC)N3C(C)C)C=CC=N1 3-cyclopropyl-9-isopropyl-N,N-bis(4-methoxybenzyl)-8,9-dihydroisoxazolo[4'',3'':6',7']pyrido[3'',2'':4',5']cyclohepta[1',2':4,5]pyrrolo[2,3-d]pyrimidin-13-amine